2-[(1E)-[4-[bis(3-methoxy-3-oxopropyl)amino]-2-methylphenyl]azo]-5-nitro-3-Thiophenecarboxylic acid, ethyl ester COC(CCN(C1=CC(=C(C=C1)N=NC=1SC(=CC1C(=O)OCC)[N+](=O)[O-])C)CCC(OC)=O)=O